3-(1-(Isochinolin-3-ylamino)ethyl)pyrrolidin-1-carbonitril C1=NC(=CC2=CC=CC=C12)NC(C)C1CN(CC1)C#N